(sulfophenyl)morpholinylacetone S(=O)(=O)(O)C1=C(C=CC=C1)C(C(C)=O)N1CCOCC1